FC(C1=CC=C(C=C1)C1C(C1)C=1OC=CN1)(F)F 2-(2-(4-(trifluoromethyl)phenyl)cyclopropyl)oxazole